di((E)-3,7-dimethyloct-2,6-dien-1-yl)8,8'-((3-((8-(((E)-3,7-dimethyloct-2,6-dien-1-yl)oxy)-8-carbonyloctyl)(2-hydroxyethyl)amino)propyl)azanediyl)dioctanoate C\C(=C/COC(CCCCCCCN(CCCCCCCC(=O)OC\C=C(\CCC=C(C)C)/C)CCCN(CCO)CCCCCCCC(=C=O)OC\C=C(\CCC=C(C)C)/C)=O)\CCC=C(C)C